tris(dibutylamino)(4-isopropenylphenyl)silane C(CCC)N(CCCC)[Si](C1=CC=C(C=C1)C(=C)C)(N(CCCC)CCCC)N(CCCC)CCCC